BrC=1C=C(C(=NC1)OC)NS(=O)(=O)C1=C(C=C(C=C1)F)F N-(5-Bromo-2-methoxypyridin-3-yl)-2,4-difluorobenzenesulfonamide